methyl 3-(3-(((R)-7-chloro-2-ethyl-2,3-dihydronaphtho[2,1-f][1,4]oxazepin-4(5H)-yl)methyl)-4-methylphenyl)-3-(1,4-dimethyl-1H-benzo[d][1,2,3]triazol-5-yl)-2,2-dimethylpropanoate ClC1=CC=2CN(C[C@H](OC2C2=CC=CC=C12)CC)CC=1C=C(C=CC1C)C(C(C(=O)OC)(C)C)C1=C(C2=C(N(N=N2)C)C=C1)C